tris(diethylphosphinyloxy)aluminum C(C)P(=O)(O[Al](OP(=O)(CC)CC)OP(=O)(CC)CC)CC